4-(3-bromo-4-fluorophenyl)-3-(4-((3-bromopropyl)amino)-1,2,5-oxadiazol-3-yl)-1,2,4-oxadiazol-5(4H)-one BrC=1C=C(C=CC1F)N1C(=NOC1=O)C1=NON=C1NCCCBr